1-(trans-1-(2-methoxyethyl)-4-phenylpyrrolidin-3-yl)-3-(2-(1-methyl-1H-pyrazol-4-yl)-2,4,5,6-tetrahydrocyclopenta[c]pyrazol-3-yl)urea COCCN1C[C@H]([C@@H](C1)C1=CC=CC=C1)NC(=O)NC1=C2C(=NN1C=1C=NN(C1)C)CCC2